methyl 2-bromo-acrylate BrC(C(=O)OC)=C